CC(=CCS)CCC=C(CCC=C(C)C)C 3,7,11-trimethyl-2,6,10-dodecatriene-1-thiol